C12(CC(CCC1C2(C)C)C)C=S caranthial